2-acetamido-N-(3-((3-chloro-5-(trifluoromethyl)pyridin-2-yl)amino)propyl)-6-methylisonicotinamide C(C)(=O)NC=1C=C(C(=O)NCCCNC2=NC=C(C=C2Cl)C(F)(F)F)C=C(N1)C